5,6,7,8-tetrahydroquinolin-6-amine N1=CC=CC=2CC(CCC12)N